C(C)OC1=C(C=C(C=N1)C1=C(C2=C(CCC1)C=C(C=C2)O)C2=CC=C(C=C2)O[C@@H]2CN(CC2)CCCF)C(F)(F)F 6-[6-ethoxy-5-(trifluoro-methyl)-3-pyridyl]-5-[4-[(3S)-1-(3-fluoropropyl)pyrrolidin-3-yl]oxyphenyl]-8,9-dihydro-7H-benzo[7]annulen-2-ol